FC1=CC=C(C(=N1)C)OC1=C(C(=O)NC2=CC(=CC=C2)[S@@](=O)N(C([C@@H](C)O)=O)C)C(=C(C=N1)C(F)(F)F)C ((6-fluoro-2-methylpyridin-3-yl)oxy)-N-(3-((R)-N-((R)-2-hydroxypropanoyl)-S-methylaminosulfinyl)phenyl)-4-methyl-5-(trifluoromethyl)nicotinamide